ClC1=C2C(=NC=C1C=1C=C(C=CC1)N1C(CN(CC1)S(=O)(=O)CCCN(C)C)=O)NC=C2C2CC2 1-(3-(4-chloro-3-cyclopropyl-1H-pyrrolo[2,3-b]pyridin-5-yl)phenyl)-4-((3-(dimethylamino)propyl)sulfonyl)piperazin-2-one